2-((6-cyanobenzo[d]thiazol-2-yl)amino)-4-(pyrrolidin-1-ylmethyl)pyridine C(#N)C1=CC2=C(N=C(S2)NC2=NC=CC(=C2)CN2CCCC2)C=C1